Benzyl 1-((tert-butoxycarbonyl) amino)-3-oxocyclobutane-1-carboxylate C(C)(C)(C)OC(=O)NC1(CC(C1)=O)C(=O)OCC1=CC=CC=C1